C1(CCCCC1)N(CC(CC)O)CC(CC)O N-Cyclohexyl-N,N-bis(2-hydroxybutyl)amin